1-tosyl-6-(trifluoromethyl)-4,5,6,7-tetrahydro-1H-indol-6-yl acetate C(C)(=O)OC1(CCC=2C=CN(C2C1)S(=O)(=O)C1=CC=C(C)C=C1)C(F)(F)F